C(#C)C1(CCC(C=2N(C1)N=C1C2CN([C@H](C1)C)C=O)(F)F)O ((S)-8-ethynyl-11,11-difluoro-8-hydroxy-3-methyl-1,3,4,7,8,9,10,11-octahydro-2H-pyrido[4',3':3,4]pyrazolo[1,5-a]azepin-2-yl)methanone